O=C1NC(CCC1N1C(C2=CC=CC(=C2C1=O)N[C@H](CC(=O)OC)C)=O)=O Methyl (3S)-3-((2-(2,6-dioxopiperidin-3-yl)-1,3-dioxoisoindolin-4-yl)amino)butanoate